FC1=C(SC(=C1)CNC)[S@](=O)(N)=NC(NC1=C2C(=CC=3CCCC13)CC2)=O |r| (S)- and (R)-3-Fluoro-5-((methylamino)methyl)-N'-((2,4,5,6-tetrahydro-1H-cyclobuta[f]inden-3-yl)carbamoyl)thiophene-2-sulfonimidamide